2-(4-(2-((1-(cyclopropyl-methyl)-6-(trifluoro-methyl)-1H-benzo[d]-imidazol-2-yl)amino)-2-oxoethyl)-2-fluorophenoxy)-nicotinamide C1(CC1)CN1C(=NC2=C1C=C(C=C2)C(F)(F)F)NC(CC2=CC(=C(OC1=C(C(=O)N)C=CC=N1)C=C2)F)=O